FC=1C=C(C=CC1N1CCC(CC1)C(F)(F)F)NC1=CC=C(CN2CC(CC2=O)C(=O)N)C=C1 (4-((3-fluoro-4-(4-(trifluoromethyl)piperidin-1-yl)phenyl)amino)benzyl)-5-oxopyrrolidine-3-carboxamide